(S)-5-(4-((2-methoxyquinolin-3-yl)methyl)phenyl)pyrrolidin-2-one COC1=NC2=CC=CC=C2C=C1CC1=CC=C(C=C1)[C@@H]1CCC(N1)=O